C1(CCCC1)C1=NC=C2N1C=CN=C2 3-cyclopentylimidazo[1,5-a]pyrazine